4,4'-di(5-nonyl)-2,2-bipyridine CCCCC(CCCC)C1=CC(=NC=C1)C1=NC=CC(=C1)C(CCCC)CCCC